FC(C1=C(C=CC(=C1)C(F)(F)F)CC(=O)N(C1=CC=C(C=C1)F)CC1=NN=C(O1)C1=NC=C(C=N1)NC(OC(C)(C)C)=O)(F)F tert-butyl (2-(5-((2-(2,4-bis(trifluoromethyl)phenyl)-N-(4-fluorophenyl)acetamido)methyl)-1,3,4-oxadiazol-2-yl)pyrimidin-5-yl)carbamate